C(#N)C=1C=CC=2N(C(N=C(C2N1)N1C[C@H](N(C[C@@H]1CC)C(C(=O)N(C)C(C)C)C1=CC=C(C=C1)C(F)(F)F)CC)=O)C 2-((2r,5s)-4-(6-cyano-1-methyl-2-oxo-1,2-dihydropyrido[3,2-d]pyrimidin-4-yl)-2,5-diethylpiperazin-1-yl)-N-isopropyl-N-methyl-2-(4-(trifluoromethyl)phenyl)acetamide